1,3-dimethyl-2-fluoro-4,5-dihydro-1H-imidazolium hexafluorophosphate F[P-](F)(F)(F)(F)F.CN1C(=[N+](CC1)C)F